[(3,4-dimethoxyphenyl)sulfamoyl]({2-[(4-methyl-4H-1,2,4-triazol-3-yl)sulfanyl]ethyl})amine COC=1C=C(C=CC1OC)NS(=O)(=O)NCCSC1=NN=CN1C